Cl.NCCC=1C=C(C=CC1)NC=1C(=NC(=C(N1)N(C)C)CC)C(=O)N 3-((3-(2-Aminoethyl)phenyl)amino)-5-(dimethylamino)-6-ethylpyrazine-2-carboxamide HCl